(S)-2-(benzylamino)-1-propanol C(C1=CC=CC=C1)N[C@H](CO)C